N1C(CCCC1)N1C(C(CCCC1)N)=O N-hexahydropyridyl-amino-caprolactam